C(N)(=O)C=1C=C(C=CC1)NC(C1=C(C=C(C=C1)C#CCC(C)C)OC1=C(C=C(C=C1)F)C)=O N-(3-carbamoylphenyl)-2-(4-fluoro-2-methylphenoxy)-4-(4-methyl-1-pentynyl)benzamide